[Li+].C1(=CC=CC=C1)C=1C(=C(C(=O)P([O-])([O-])=O)C(=CC1C)C)C.[Li+] phenyl-2,4,6-trimethylbenzoylphosphonate lithium